NC=1OCC(N1)(C)C 2-amino-4,4-dimethyl-4,5-dihydrooxazole